3-((3-exo)-3-((4-((5-methyl-1H-pyrazol-3-yl)amino)-7-(pyridin-3-ylmethoxy)quinazolin-2-yl)amino)-8-azabicyclo[3.2.1]oct-8-yl)propionitrile CC1=CC(=NN1)NC1=NC(=NC2=CC(=CC=C12)OCC=1C=NC=CC1)NC1CC2CCC(C1)N2CCC#N